C1(CC1)CC=1N(N=C2C=CC(=CC12)C1=NC(=NC=C1F)NC1=NC=C(C=C1)CN1CCNCC1)C 4-(3-(cyclopropylmethyl)-2-methyl-2H-indazol-5-yl)-5-fluoro-N-(5-(piperazin-1-ylmethyl)pyridin-2-yl)pyrimidin-2-amine